BrC1=CC=C(C=C1)CN1C(COCCC1)=O 4-[(4-bromophenyl)methyl]-1,4-oxaazepan-3-one